7,8-dimethylpyrrolo[1,2-a]quinoxaline CC=1C=C2N=CC=3N(C2=CC1C)C=CC3